C(CO)O (S)-ethylene glycol